FC(CN1C(=NC=2C1=NC(=CC2)C=2C=CN1N=C(N=CC12)NC1CCN(CC1)CC(F)F)C)F 5-(3-(2,2-difluoroethyl)-2-methyl-3H-imidazo[4,5-b]pyridin-5-yl)-N-(1-(2,2-difluoroethyl)piperidin-4-yl)pyrrolo[2,1-f][1,2,4]triazin-2-amine